C1(CC1)C=1OC(=CN1)C(=O)N1CCC(CC1)(O)CN1C=NC=2C(C1=O)=NN(C2C=2C=C1CCC(C1=CC2)=O)C 6-((1-(2-cyclopropyloxazole-5-carbonyl)-4-hydroxypiperidin-4-yl)methyl)-2-methyl-3-(1-oxo-2,3-dihydro-1H-inden-5-yl)-2H-pyrazolo[4,3-d]pyrimidin-7(6H)-one